6-(3-pyridyl)-1H-pyridin-2-one N1=CC(=CC=C1)C1=CC=CC(N1)=O